5-(1-ethoxyvinyl)-4-oxo-1-[4-(trifluoromethoxy)phenyl]cinnoline-3-carboxylic acid ethyl ester C(C)OC(=O)C1=NN(C2=CC=CC(=C2C1=O)C(=C)OCC)C1=CC=C(C=C1)OC(F)(F)F